CS(=O)(=O)C1=CC=C(C=C1)NCC#CC=1N(C2=CC=CC(=C2C1)NC1CCS(CC1)(=O)=O)CC(F)(F)F 4-[(2-{3-[(4-methanesulfonylphenyl)-amino]prop-1-yn-1-yl}-1-(2,2,2-trifluoroethyl)-1H-indol-4-yl)amino]-1λ6-thiane-1,1-dione